(2S,3S,4R,5R)-5-(5-chloro-7H-pyrrolo[2,3-d]pyrimidin-7-yl)-2-fluoro-2-(hydroxymethyl)tetrahydrofuran-3,4-diol ClC1=CN(C=2N=CN=CC21)[C@H]2[C@@H]([C@@H]([C@](O2)(CO)F)O)O